BrC=1C(=NN(C1C(F)(F)F)CC(=O)O)C1CC1 2-[4-bromo-3-cyclopropyl-5-(trifluoromethyl)pyrazol-1-yl]acetic acid